C1(=CC=CC=C1)C=1N=C(C2=C(N1)CN(CC2)C(C=C)=O)C2=CC=NC=C2 1-(2-phenyl-4-(pyridin-4-yl)-5,8-dihydropyrido[3,4-d]pyrimidin-7(6H)-yl)prop-2-en-1-one